(5S)-3-methoxy-1'-(6-methyl-7-phenyl-pyrazolo[1,5-a]pyrazin-4-yl)spiro[5,7-dihydrocyclopenta[c]pyridine-6,4'-piperidine]-5-amine COC1=CC2=C(C=N1)CC1(CCN(CC1)C=1C=3N(C(=C(N1)C)C1=CC=CC=C1)N=CC3)[C@@H]2N